C(C1=CC=CC=C1)OC=1C=C2C(=C(NC2=CC1)C1=C(C=CC=C1)OC)F 5-(benzyloxy)-3-fluoro-2-(2-methoxyphenyl)-1H-indole